CSC=1N=C(C2=C([C@@H]3N(C[C@H](C2)C3)C(=O)[O-])N1)OS(=O)(=O)C(F)(F)F (6r,9r)-2-(methylsulfanyl)-4-(((trifluoromethyl) sulfonyl) oxy)-5,6,7,9-tetrahydro-8H-6,9-methanopyrimido[4,5-c]azepine-8-carboxylate